1'-(6-amino-5-((2-amino-3-chloropyridin-4-yl)thio)pyrazin-2-yl)-2,3-dihydrospiro[indene-1,4'-piperidine]-2,5-diamine NC1=C(N=CC(=N1)N1CCC2(CC1)C(CC1=CC(=CC=C12)N)N)SC1=C(C(=NC=C1)N)Cl